4-Methyl-1-(4-piperidinylmethyl)piperazin-2-one CN1CC(N(CC1)CC1CCNCC1)=O